C=C(C(=O)OCC(OCC(Cl)(Cl)Cl)=O)CC(=O)OC1(CCC1)C1=CC=C(C=C1)C(F)(F)F 1-(2-oxo-2-(2,2,2-trichloroethoxy)ethyl) 4-(1-(4-(trifluoromethyl)phenyl)cyclobutyl) 2-methylenesuccinate